CN1C(=NC(=C1)C(F)(F)F)C12C3C4C5(C(C14)C2C53)C(=O)OC methyl (2R,3R,4S,5S)-4-(1-methyl-4-(trifluoromethyl)-1H-imidazol-2-yl)cubane-1-carboxylate